(diphenylphosphoryl)-1-(thien-3-yl)ethan-1-one C1(=CC=CC=C1)P(=O)(C1=CC=CC=C1)CC(=O)C1=CSC=C1